4-T-butylcyclohexyl methacrylate C(C(=C)C)(=O)OC1CCC(CC1)C(C)(C)C